ClCC(CC1=C(C=CC=C1)Cl)(O)C1(CC1)Cl 1-chloro-2-(1-chlorocyclopropyl)-3-(2-chlorophenyl)-2-propanol